FC1=C(C(=NC(=N1)C1=NC=CC=C1)OC)C(F)(F)F 6-Fluoro-4-methoxy-2-(2-pyridyl)-5-trifluoromethylpyrimidine